NC1=C2C(=NC=N1)N(N=C2C2=CC=C(C=C2)CNC(C2=C(C=CC(=C2)F)OC)=O)C2CCCC2 N-[[4-(4-amino-1-cyclopentyl-pyrazolo[3,4-D]pyrimidin-3-yl)phenyl]methyl]-5-fluoro-2-methoxy-benzamide